ClC=1C(NN=CC1N1CC=2N(CC1)C(=CN2)C(OC)C2=C(C=CC(=C2)F)C(F)(F)F)=O 4-Chloro-5-(3-((5-fluoro-2-(trifluoromethyl)phenyl)(methoxy)methyl)-5,6-dihydroimidazo[1,2-a]pyrazin-7(8H)-yl)pyridazin-3(2H)-one